(2S,3R)-methyl-3-((R or S)-3-(1-(2,5-bis(trifluoromethyl)-benzyl)-piperidin-4-yl)-3,4-dihydro-2H-Benzo-[b][1,4]oxazin-6-yl)-3-cyclopropyl-2-methylpropanoic acid CC(C(=O)O)([C@H](C1CC1)C1=CC2=C(OC[C@H](N2)C2CCN(CC2)CC2=C(C=CC(=C2)C(F)(F)F)C(F)(F)F)C=C1)C |o1:15|